C1(CC1)C1=NOC(=N1)C=1C(=NC(=NC1)NC1=CC2=C(C(OC2(C)C)=O)C=C1)NC=1C=C2C=NNC2=CC1 5-{[5-(3-cyclopropyl-1,2,4-oxadiazol-5-yl)-4-[(1H-indazol-5-yl)amino]pyrimidin-2-yl]amino}-3,3-dimethyl-1,3-dihydro-2-benzofuran-1-one